4-cyclopentyl-6-(4-((2-methoxybenzamido)methyl)phenyl)-1H-pyrrolo[3,2-c]pyridine-7-carboxamide C1(CCCC1)C1=NC(=C(C2=C1C=CN2)C(=O)N)C2=CC=C(C=C2)CNC(C2=C(C=CC=C2)OC)=O